FC=1C(=NC=C(C1)F)CN1C(SC=C1)N1CCC(CC1)N1CC(CCC1)COC N-[(3,5-Difluoropyridin-2-yl)methyl]-2-[3-(methoxymethyl)[1,4'-bipiperidin]-1'-yl]-1,3-thiazole